BrC1=C(C=C2C(=NC(=NC2=C1F)F)N1CC2CC(C(C1)C2)O)F 3-(7-bromo-2,6,8-trifluoroquinazolin-4-yl)-3-azabicyclo[3.2.1]octan-6-ol